2-(1-(3,4-dimethoxyphenyl)-5,6-dimethoxy-1H-benzo[d]imidazol-2-yl)ethan-1-amine dihydrochloride Cl.Cl.COC=1C=C(C=CC1OC)N1C(=NC2=C1C=C(C(=C2)OC)OC)CCN